C(C)(C)(C)OC(NCC=1C(=C2N=CC=NC2=C(C1)C1=CC=C(C=C1)OC(F)(F)F)C#N)=O ((5-cyano-8-(4-(trifluoromethoxy)phenyl)quinoxalin-6-yl)methyl)carbamic acid tert-butyl ester